NC1=C(C=CC(=C1)C=1N=NN(N1)CC1=C(C=C(C=C1F)C=1OC(=NN1)C(F)F)F)O 2-amino-4-[2-[[4-[5-(difluoromethyl)-1,3,4-oxadiazol-2-yl]-2,6-difluorophenyl]methyl]tetrazol-5-yl]phenol